2-chloro-N-(1-(5-(3-cyano-6-(2-(pyrrolidin-1-yl)ethoxy)pyrazolo[1,5-a]pyridin-4-yl)pyrazin-2-yl)-4-methylpiperidin-4-yl)-6-methylbenzamide ClC1=C(C(=O)NC2(CCN(CC2)C2=NC=C(N=C2)C=2C=3N(C=C(C2)OCCN2CCCC2)N=CC3C#N)C)C(=CC=C1)C